3-cyclohexyl-5-phenyl-1,2-selenazole C1(CCCCC1)C1=N[Se]C(=C1)C1=CC=CC=C1